4-methyl-3-hydroxyproline CC1C([C@H](NC1)C(=O)O)O